(3-fluoropyridin-2-yl)methanamine FC=1C(=NC=CC1)CN